4-((3-chloro-4-fluorophenyl)amino)-7-fluoro-1H-indole-2-carboxamide ClC=1C=C(C=CC1F)NC1=C2C=C(NC2=C(C=C1)F)C(=O)N